1,8-dichloro-4-octene ClCCCC=CCCCCl